n-methyl-tributylammonium C[N+](CCCC)(CCCC)CCCC